6-(5,6-difluoro-1-(tetrahydro-2H-pyran-2-yl)-1H-indazol-3-yl)-1,2,3,4-tetrahydro-1,5-naphthyridine FC=1C=C2C(=NN(C2=CC1F)C1OCCCC1)C=1N=C2CCCNC2=CC1